methyldibutyltin dilaurate C(CCCCCCCCCCC)(=O)[O-].C(CCCCCCCCCCC)(=O)[O-].C[Sn+2](CCCC)CCCC